[Si](C)(C)(C(C)(C)C)OCC(C1=CC=NC=C1)NC(OC(C)(C)C)=O tert-butyl N-[2-[tert-butyl(dimethyl)silyl]oxy-1-(4-pyridyl)ethyl]carbamate